5-amino-2-fluoro-4-methoxybenzene NC=1C(=CC(=CC1)F)OC